FC1=CC=C2C=C(NC(C2=C1)=O)CCC(=O)N1CCN(CC1)C1=C(C#N)C=CC=C1 2-(4-(3-(7-fluoro-1-oxo-1,2-dihydroisoquinolin-3-yl)propanoyl)piperazin-1-yl)benzonitrile